ClC=1C=C(C(=NC1)C#CC1CC1)N1CCOCC1 4-[5-Chloro-2-(2-cyclopropylethynyl)pyridin-3-yl]morpholine